2,4,6-trifluorobenzamide FC1=C(C(=O)N)C(=CC(=C1)F)F